trans-4-{[(tert-butoxy)carbonyl]Amino}-1-{3-chloro-6-[3-cyano-2-(methoxymethoxy)phenyl]Quinolin-4-yl}piperidine-3-carboxylic acid methyl ester COC(=O)[C@@H]1CN(CC[C@H]1NC(=O)OC(C)(C)C)C1=C(C=NC2=CC=C(C=C12)C1=C(C(=CC=C1)C#N)OCOC)Cl